sodium 2,2-dimethylolbutyrate C(O)C(C(=O)[O-])(CC)CO.[Na+]